2-methyl-1,2-butanediol CC(CO)(CC)O